NC1=CC=C2CCN(C2=C1)C(=O)NC 6-amino-N-methylindoline-1-carboxamide